FC(SC(CCCCCCCCC)Br)(F)F trifluoromethylthiobromodecane